FC1(CCN(CC1)C1=NC(=CC(=N1)N)CC)F 2-(4,4-Difluoropiperidin-1-yl)-6-ethylpyrimidin-4-amine